Cl.Cl.FC1=C(C=CC(=C1F)OC)C1=CN=C(N1C)C(=O)N 5-(2,3-difluoro-4-methoxy-phenyl)-1-methyl-imidazole-2-carboxamide dihydrochloride